FC1=C(OC2=CC=NC3=CC(=C(C=C23)OC)OCCCCCC(=O)O)C=CC(=C1)NC(=O)C1(CC1)C(=O)NC1=CC=C(C=C1)F 6-[[4-[2-fluoro-4-[[1-[(4-fluorophenyl)aminoformyl]cyclopropanecarbonyl]amino]phenoxy]-6-methoxy-7-quinolyl]oxy]hexanoic acid